C(C)OC(=O)C1=NNC(=C1C1CCOCC1)NC(CC(=O)OCC)=O 5-(3-ethoxy-3-oxopropanamido)-4-(tetrahydro-2H-pyran-4-yl)-1H-pyrazole-3-carboxylic acid ethyl ester